FC(CN1N=NC2=C1C=C(C=C2)C=2C=CN1N=C(N=C(C12)OC)NC1CCC(CC1)(C#N)C)F (1r,4r)-4-((5-(1-(2,2-difluoroethyl)-1H-benzo[d][1,2,3]triazol-6-yl)-4-methoxypyrrolo[2,1-f][1,2,4]triazin-2-yl)amino)-1-methylcyclohexane-1-carbonitrile